NC=1C2=C(N=CN1)N(C(=C2C2=CC=C(C=C2)C(=O)N2CCCCC2)[C@@H]2C[C@@H](N(C2)C(C=C)=O)C)C 1-((2S,4R)-4-(4-amino-7-methyl-5-(4-(piperidine-1-carbonyl)phenyl)-7H-pyrrolo[2,3-d]pyrimidin-6-yl)-2-methylpyrrolidin-1-yl)prop-2-en-1-one